N1C[C@@H](CC1)CCCCCC1=CC=C2CCCNC2=N1 (R)-7-(5-(pyrrolidin-3-yl)pentyl)-1,2,3,4-tetrahydro-1,8-naphthyridine